N-(4-(4-Amino-7-(2,2-difluoroethyl)-7H-pyrrolo[2,3-d]pyrimidin-5-yl)phenyl)-2-(4-Chlorophenyl)-6-isopropyl-3-oxo-2,3-dihydropyridazine-4-carboxamide NC=1C2=C(N=CN1)N(C=C2C2=CC=C(C=C2)NC(=O)C=2C(N(N=C(C2)C(C)C)C2=CC=C(C=C2)Cl)=O)CC(F)F